C1(CC1)N1C(N([C@H](C1=O)C(C)C)C=1N=C2N(CCOC3=C2C=CC(=C3)N3[C@@H](CCC3)C(=O)N)C1)=O (s)-1-(2-((S)-3-cyclopropyl-5-isopropyl-2,4-dioxoimidazolidin-1-yl)-5,6-dihydrobenzo[f]imidazo[1,2-d][1,4]oxazepin-9-yl)pyrrolidine-2-carboxamide